1-((3R,4S)-3-fluoro-4-((6-fluoro-5-(1-(2-fluoroethyl)-1H-benzo[d]imidazol-6-yl)-4-methoxypyrrolo[2,1-f][1,2,4]triazin-2-yl)amino)piperidin-1-yl)ethan-1-one-2,2,2-d3 F[C@@H]1CN(CC[C@@H]1NC1=NN2C(C(=N1)OC)=C(C(=C2)F)C=2C=CC1=C(N(C=N1)CCF)C2)C(C([2H])([2H])[2H])=O